[BH4-].[Na+].FC=1C=C(C=CC1F)NC1(CCN(CC1)C(=O)OC(C)(C)C)CCO tert-butyl 4-((3,4-difluorophenyl)amino)-4-(2-hydroxyethyl)piperidine-1-carboxylate Sodium borohydride